ethyl 2-(6-ethoxypyrazin-2-yl)-1,3-oxazole-5-carboxylate C(C)OC1=CN=CC(=N1)C=1OC(=CN1)C(=O)OCC